FC1=C(C=CC=C1)N1C(C2=CC=C(C=C2CC1)OC)=O 2-(2-fluorophenyl)-6-methoxy-3,4-dihydroisoquinoline-1(2H)-one